(3r,4r)-4-({5-chloro-4-[2-(difluoromethyl)-4-fluoro-1-(propan-2-yl)-1H-benzimidazol-6-yl]pyrimidin-2-yl}amino)-1-(methanesulfonyl)piperidin-3-ol ClC=1C(=NC(=NC1)N[C@H]1[C@@H](CN(CC1)S(=O)(=O)C)O)C=1C=C(C2=C(N(C(=N2)C(F)F)C(C)C)C1)F